C(C1=CC=CC=C1)OC1=CC=NC2=CC(=NC(=C12)C)C 4-benzyloxy-5,7-dimethyl-1,6-naphthyridine